P(O)(O)OC(C(C(OP(O)O)CCCCCCCCCCCCC)(C(OP(O)O)CCCCCCCCCCCCC)C(OP(O)O)CCCCCCCCCCCCC)(CCCCCCCCCCCCC)C1=CC=CC=C1 Phenyl-tetra(tridecyl)pentaerythritol tetraphosphite